NC1=CC(=C(C=C1OC)N1CCC(CC1)OC1CCN(CC1)C(=O)OC(C)(C)C)C=1C=NN(C1)C1OCCCC1 tert-Butyl 4-((1-(4-amino-5-methoxy-2-(1-(tetrahydro-2H-pyran-2-yl)-1H-pyrazol-4-yl)phenyl)piperidin-4-yl)oxy)piperidine-1-carboxylate